Cl[C@H](C(=O)NC[C@H](CCC)O)C (S)-2-chloro-N-((S)-2-hydroxypentyl)propionamide